OC=1C(C=CN2NC3N(C(C21)=O)CCOC3)=O 7-hydroxy-3,4,12,12a-tetrahydro-1H-[1,4]Oxazino[3,4-c]Pyrido[2,1-f][1,2,4]Triazine-6,8-dione